2-methyl-N-(2,2,2-trifluoro-1-(2-azaspiro[3.5]nonan-7-yl)ethyl)propane-2-sulfinamide CC(C)(C)S(=O)NC(C(F)(F)F)C1CCC2(CNC2)CC1